6-(chloromethyl)-2,4(1H,3H)-pyrimidinedione ClCC1=CC(NC(N1)=O)=O